ClC=1C(=C2C=NNC2=C(C1F)C(C)(C)OC)C=1N=CC=2N(C1)C=C(N2)NC(=O)C2C(C2)F N-(6-(5-chloro-6-fluoro-7-(2-methoxypropan-2-yl)-1H-indazol-4-yl)imidazo[1,2-a]pyrazin-2-yl)-2-fluorocyclopropane-1-carboxamide